4-benzyl-1-((5-(3-(trifluoromethyl)phenyl)-4H-1,2,4-triazol-3-yl)methyl)piperidine C(C1=CC=CC=C1)C1CCN(CC1)CC1=NN=C(N1)C1=CC(=CC=C1)C(F)(F)F